CC1COC2=NC=C(C=C21)S(=O)(=O)Cl 3-methyl-2,3-dihydrofuro[2,3-b]pyridine-5-sulfonyl chloride